2-(cis-3-((5-(1-(2-fluoroethyl)-1H-benzo[d][1,2,3]triazol-6-yl)-4-methoxypyrrolo[2,1-f][1,2,4]triazin-2-yl)amino)cyclobutoxy)ethan-1-ol FCCN1N=NC2=C1C=C(C=C2)C=2C=CN1N=C(N=C(C12)OC)N[C@H]1C[C@H](C1)OCCO